5-(3-(3-cyclobutyl-4-hydroxyphenyl)-4,4-dimethyl-5-oxo-2-thioxoimidazol-1-yl)-3-(trifluoromethyl)pyridinecarbonitrile C1(CCC1)C=1C=C(C=CC1O)N1C(N(C(C1(C)C)=O)C=1C=C(C(=NC1)C#N)C(F)(F)F)=S